1-ethynyl-6-azaspiro[2.5]octane C(#C)C1CC12CCNCC2